FCCCN1C[C@H](CC1)OC1=CC=C(C=C1)C=1C=2C=CC(=CC2CCC1C1=CC=C(C=C1)O)O 5-[4-[(3S)-1-(3-Fluoropropyl)pyrrolidin-3-yl]oxyphenyl]-6-(4-hydroxyphenyl)-7,8-dihydronaphthalin-2-ol